ethyl (1R,4R)-4-(6-amino-7-(4-((5-fluoro-2-methoxybenzoylamino)methyl)phenyl)-8-oxo-7,8-dihydro-9H-purin-9-yl)cyclohexane-1-carboxylate NC1=C2N(C(N(C2=NC=N1)C1CCC(CC1)C(=O)OCC)=O)C1=CC=C(C=C1)CNC(C1=C(C=CC(=C1)F)OC)=O